Dicarbonyl-cyclopentadienyliron C(=O)=[Fe](C1C=CC=C1)=C=O